tert-butyl (4-((1-benzylpiperidin-4-yl)oxy)-2-fluoro-3-methylphenyl)sulfonyl(thiazol-4-yl)carbamate C(C1=CC=CC=C1)N1CCC(CC1)OC1=C(C(=C(C=C1)S(=O)(=O)N(C(OC(C)(C)C)=O)C=1N=CSC1)F)C